2-[2-(aminomethyl)-3,3-difluoro-allyl]-4-[3-[6-(trifluoromethyl)-3-pyridyl]phenyl]-1,2,4-triazol-3-one NCC(CN1N=CN(C1=O)C1=CC(=CC=C1)C=1C=NC(=CC1)C(F)(F)F)=C(F)F